1-amino(N-phenyl)sulfonamide NC1(CC=CC=C1)NS(=O)=O